ClC1=C(C=CC(=C1)OCC)C(C)=O 1-(2-chloro-4-ethoxyphenyl)ethan-1-one